4-methoxy-2(5H)-furanone COC1=CC(OC1)=O